FC(C=1NNCC1)F 3-difluoromethyl-pyrazoline